CC=1N(C(=C2C(N(N=CC21)C2=CC=C(C#N)C=C2)=O)C)C2=CC=CC=C2 4-(5,7-Dimethyl-1-oxo-6-phenyl-1H-pyrrolo[3,4-d]pyridazin-2(6H)-yl)benzonitrile